BrC1=CC=CC(=N1)C=1N=C2N(C=CC(=C2)C=O)C1 (6-bromopyridin-2-yl)imidazo[1,2-a]pyridine-7-carbaldehyde